adenosine-5'-O-persulfate S(=O)(=O)(OOS(=O)(=O)O)OC[C@@H]1[C@H]([C@H]([C@@H](O1)N1C=NC=2C(N)=NC=NC12)O)O